C(C)(C)(C)C1=CC=C(CC2=NOC(=N2)[C@H](CCCCNC(OC(C)(C)C)=O)NC(OCC2C3=CC=CC=C3C=3C=CC=CC23)=O)C=C1 (S)-(9H-fluoren-9-yl)methyl tert-butyl (1-(3-(4-(tert-butyl)benzyl)-1,2,4-oxadiazol-5-yl)pentane-1,5-diyl)dicarbamate